ONC(CCCCCN1C(N\C(\C1=O)=C/C1=CC=NC2=CC=CC=C12)=O)=O (Z)-N-hydroxy-6-(2,5-dioxo-4-(quinolin-4-ylmethylene)imidazolidin-1-yl)hexanamide